3-(benzo[d]oxazol-6-ylamino)-4-methoxycyclobut-3-ene-1,2-dione O1C=NC2=C1C=C(C=C2)NC=2C(C(C2OC)=O)=O